4,4-dimethyl-2-(morpholinomethyl)-2-phenyl-5-(4-trifluoromethylphenyl)-3,4-dihydropyrrole CC1(CC(N=C1C1=CC=C(C=C1)C(F)(F)F)(C1=CC=CC=C1)CN1CCOCC1)C